Octadecyl isobutyrate C(C(C)C)(=O)OCCCCCCCCCCCCCCCCCC